(tetrahydro-2H-pyran-4-yl)ethyl 4-[6-(1-methyl-1H-pyrazol-4-yl)pyrazolo[1,5-a]pyridin-3-yl]piperazine-1-carboxylate CN1N=CC(=C1)C=1C=CC=2N(C1)N=CC2N2CCN(CC2)C(=O)OCCC2CCOCC2